C1OCC2=C1C=CC(=C2)NC=2N=CC1=C(N2)CN(CC1)C(=O)OC(C)(C)C tert-butyl 2-[(1,3-dihydro-2-benzofuran-5-yl)amino]-5H,6H,7H,8H-pyrido[3,4-d]pyrimidine-7-carboxylate